C(C1=CC=CC=C1)OCC(=O)C1=C(SC(=C1C)C(NC1=C(C=C(C=C1)C)C)=O)NC(OC(C)(C)C)=O tert-butyl {3-[(benzyloxy)acetyl]-5-[(2,4-dimethylphenyl)carbamoyl]-4-methylthiophen-2-yl}carbamate